ethyl 7-chloro-3-fluoro-1-methylpyrrolo[2,3-c]pyridine-2-carboxylate ClC=1N=CC=C2C1N(C(=C2F)C(=O)OCC)C